FC(C1CCN(CC1)CCCN)(F)F 3-(4-(trifluoromethyl)piperidin-1-yl)propan-1-amine